phosphorus sulfamide S(=O)(=O)(N)N.[P]